2-((2-(2-(2-((2-(2,4-difluorophenyl)-2-hydroxy-3-(1H-1,2,4-triazol-1-yl)propyl)amino)ethoxy)ethoxy)ethyl)amino)-4-(3,6,6-trimethyl-4-oxo-4,5,6,7-tetrahydro-1H-indazol-1-yl)benzamide FC1=C(C=CC(=C1)F)C(CNCCOCCOCCNC1=C(C(=O)N)C=CC(=C1)N1N=C(C=2C(CC(CC12)(C)C)=O)C)(CN1N=CN=C1)O